3-(2-(2,5-dioxo-2,5-dihydro-1H-pyrrol-1-yl)ethoxy)propanoic acid O=C1N(C(C=C1)=O)CCOCCC(=O)O